N-((4,6-dimethyl-2-oxo-1,2-dihydropyridin-3-yl)methyl)-5-(ethyl-(tetrahydro-2H-pyran-4-yl)amino)-4-methyl-4'-(piperidin-1-ylmethyl)-[1,1'-biphenyl]-3-carboxamide CC1=C(C(NC(=C1)C)=O)CNC(=O)C=1C=C(C=C(C1C)N(C1CCOCC1)CC)C1=CC=C(C=C1)CN1CCCCC1